C(C)(C)(C)OC(N(C)CC=CC=1N=C(SC1)N)=O (3-(2-aminothiazol-4-yl)allyl)(methyl)carbamic acid tert-butyl ester